NC1=NC=2C=C(C(=CC2C2=C1COC2)C(=O)N([C@H]2COC1=C2C=CC(=C1)S(F)(F)(F)(F)F)C)F 4-amino-7-fluoro-N-methyl-N-((3R)-6-(pentafluoro-lambda~6~-sulfanyl)-2,3-dihydro-1-benzofuran-3-yl)-1,3-dihydrofuro-[3,4-c]quinoline-8-carboxamide